ClC=1C=C2C=C(NC2=CC1C1=NC=C(N=C1)OC)CNC(=O)[C@H]1OCCC1 (S)-N-((5-chloro-6-(5-methoxypyrazin-2-yl)-1H-indol-2-yl)methyl)tetrahydrofuran-2-carboxamide